N-(4-(5-(2-phenoxyethyl)-2,3,4,5-tetrahydro-1H-benzo[b][1,4]diazepine-1-Carbonyl)phenyl)-[1,1'-biphenyl]-2-carboxamide O(C1=CC=CC=C1)CCN1C2=C(N(CCC1)C(=O)C1=CC=C(C=C1)NC(=O)C=1C(=CC=CC1)C1=CC=CC=C1)C=CC=C2